(1R,2S)-2-fluoro-N-(6'-methoxy-1H,1'H-[3,5'-bipyrrolo[2,3-b]pyridin]-6-yl)cyclopropane-1-carboxamide F[C@@H]1[C@H](C1)C(=O)NC1=CC=C2C(=N1)NC=C2C=2C=C1C(=NC2OC)NC=C1